(3r)-3-Hydroxy-5-{[(R)-Hydroxy(Phosphonooxy)phosphoryl]oxy}-3-Methylpentanoic Acid C[C@@](CCOP(=O)(O)OP(=O)(O)O)(CC(=O)O)O